C(C)(C)(C)C1=CC(=NO1)NC(=O)NC1=CC=C(C=C1)N1C=NC2=C1C=C(C=C2)OCCOC 1-(5-tert-butyl-isoxazol-3-yl)-3-{4-[6-(2-methoxyl-ethoxyl)-benzimidazol-1-yl]-phenyl}-urea